CN(C(C1=CC=C(C=C1)C=1C=NC(=CC1)NC1=CC(NC=C1)=O)=O)C N,N-dimethyl-4-(6-((2-oxo-1,2-dihydro-pyridin-4-yl)amino)-pyridin-3-yl)benzamide